(2S)-2-(3-(dimethylamino)-2,5-dioxopyrrolidin-1-yl)-N-(2-fluorobenzyl)propanamide hydrochloride Cl.CN(C1C(N(C(C1)=O)[C@H](C(=O)NCC1=C(C=CC=C1)F)C)=O)C